4-[4-(1,3-benzodioxol-5-yl)-5-(2-pyridyl)-1H-imidazol-2-yl]benzamide O1COC2=C1C=CC(=C2)C=2N=C(NC2C2=NC=CC=C2)C2=CC=C(C(=O)N)C=C2